2-[(1Z)-5-fluoro-2-methyl-1-{[3-(2-phenylethyl)phenyl]methylene}-1H-inden-3-yl]acetic acid FC=1C=C2C(=C(/C(/C2=CC1)=C/C1=CC(=CC=C1)CCC1=CC=CC=C1)C)CC(=O)O